tris-dimethyl-aminophosphonium hexafluorophosphate F[P-](F)(F)(F)(F)F.C[PH+](N)C.C[PH+](N)C.C[PH+](N)C.F[P-](F)(F)(F)(F)F.F[P-](F)(F)(F)(F)F